C(CCCC)O[C@H]1[C@@H](O[C@@H]([C@H]1O)CO)N1C(=O)NC(=O)C=C1 2'-O-pentyluridine